methyl (2S)-2-[[(2S)-2-(benzyloxy carbonylamino)-3-cyclopropyl-propanoyl]amino]-3-[(3S)-2-oxo-3-piperidyl]propanoate C(C1=CC=CC=C1)OC(=O)N[C@H](C(=O)N[C@H](C(=O)OC)C[C@H]1C(NCCC1)=O)CC1CC1